ClC1=CC=C2C(=NC(N(C2=C1)C1=CC=CC=C1)=O)N1CCCCC1 7-chloro-1-phenyl-4-(piperidin-1-yl)-quinazolin-2(1H)-one